N-(1-((1S,3R)-3-ethoxy-2-fluorocyclobutyl)-3-(pyridin-2-yl)-1H-pyrazol-4-yl)-5-(1H-pyrazol-4-yl)furan-2-carboxamide C(C)O[C@H]1C([C@H](C1)N1N=C(C(=C1)NC(=O)C=1OC(=CC1)C=1C=NNC1)C1=NC=CC=C1)F